4-bromo-6-(2,4-dimethoxypyrimidin-5-yl)pyridazin-3-amine BrC1=C(N=NC(=C1)C=1C(=NC(=NC1)OC)OC)N